CC1=CC=C2C=CC=3C=CC=C1C32 5-methylAcenaphthylene